FC1(OC(OC1(C(F)(F)F)F)=C(F)F)C(F)(F)F perfluoro-2-methylene-4,5-dimethyl-1,3-dioxolane